P(=O)(OCC(C)Cl)(OCC(C)Cl)OCC(C)Cl tri(2-chloropropyl) phosphate